NCC1CC2(C1)OC(N(C2)[C@@H](C)C=2C=CC=C1C(=C(NC21)C(=O)O)C2=CC(=C(C=C2)NS(=O)C)C#N)=O 7-((1S)-1-(2-(aminomethyl)-6-oxo-5-oxa-7-azaspiro[3.4]oct-7-yl)ethyl)-3-(3-cyano-4-(methylsulfinylamino)phenyl)-1H-indole-2-carboxylic acid